FC12C(C(C(C(C2(C(C(C1(F)F)(F)F)(F)F)F)(F)F)(F)F)(F)F)(F)F Perfluorobicyclo[4.3.0]nonane